oxathiazolidine-2,2-dioxide O1S(NCC1)(=O)=O